CC=1N=C(C2=C(N1)SC=C2C2=CC=CC=C2)C2CCN(CC2)CC=2C=C1CN(C(C1=CC2)=O)C2C(NC(CC2)=O)=O 3-(5-((4-(2-methyl-5-phenylthieno[2,3-d]pyrimidin-4-yl)piperidin-1-yl)methyl)-1-oxoisoindolin-2-yl)piperidine-2,6-dione